C(C=C)OCCO ethylene glycol monoallyl ether